4-(2,6-difluorobenzyl)-2,4-dihydro-3H-1,2,4-triazol-3-one FC1=C(CN2C(NN=C2)=O)C(=CC=C1)F